(R)-N1-(2-methylbutyl)-N1-(pyridin-2-ylmethyl)oxalamide C[C@@H](CN(C(C(=O)N)=O)CC1=NC=CC=C1)CC